tribromomethylphenylsulphon BrC(Br)(Br)S(=O)(=O)C1=CC=CC=C1